NC(COC=1C(=NC(=NC1Cl)Cl)N1C[C@@H](CC1)N(C(OC(C)(C)C)=O)C)C1COC1 tert-butyl ((3R)-1-(5-(2-amino-2-(oxetan-3-yl)ethoxy)-2,6-dichloropyrimidin-4-yl)pyrrolidin-3-yl)(methyl)carbamate